ClC=1C(=NNC1CC)C(=O)NC1=CC=C(C=C1)[C@H]1CNCCO1 (S)-4-chloro-5-ethyl-N-(4-(morpholin-2-yl)phenyl)-1H-pyrazole-3-carboxamide